(S)-N-(7-((1,1-dioxidotetrahydro-2H-thiopyran-4-yl)oxy)-5-methyl-4-oxo-2,3,4,5-tetrahydrobenzo[b][1,4]oxazepin-3-yl)-4-(3-fluorobenzyl)-1H-pyrazole-1-carboxamide O=S1(CCC(CC1)OC1=CC2=C(OC[C@@H](C(N2C)=O)NC(=O)N2N=CC(=C2)CC2=CC(=CC=C2)F)C=C1)=O